tert-butyl 3-(aminomethyl)-1-oxa-8-azaspiro[4.5]decane-8-carboxylate NCC1COC2(C1)CCN(CC2)C(=O)OC(C)(C)C